benzyl 4-(3-methoxycarbonylcyclobutoxy)piperidine-1-carboxylate COC(=O)C1CC(C1)OC1CCN(CC1)C(=O)OCC1=CC=CC=C1